1-(4-chlorophenyl)-2-(1H-1,2,4-triazol-1-yl)cycloheptanol ClC1=CC=C(C=C1)C1(C(CCCCC1)N1N=CN=C1)O